2-chloro-3-(5-{[(4-fluorophenyl)methyl]sulfanyl}-3-(2-oxoazetidin-3-yl)-1H-pyrazole-1-carbonyl)benzoic acid ClC1=C(C(=O)O)C=CC=C1C(=O)N1N=C(C=C1SCC1=CC=C(C=C1)F)C1C(NC1)=O